S(=O)(=O)(O)C(C(C(O)=O)=N)(CC[C@@H]1SC[C@@H]2NC(=O)N[C@H]12)N1C(CCC1=O)=O sulfosuccinimidyl-iminobiotin